2-(1H-Imidazol-1-yl)-5-methyl-8-((4-(trifluoromethyl)phenyl)amino)pyrido[3,2-d]pyrimidin-6(5H)-on N1(C=NC=C1)C=1N=CC2=C(N1)C(=CC(N2C)=O)NC2=CC=C(C=C2)C(F)(F)F